FC1(CN(CCC1COS(=O)(=O)C)C(=O)OC(C)(C)C)F Tert-butyl 3,3-difluoro-4-[(methanesulfonyloxy)methyl]piperidine-1-carboxylate